OC1=CC=C(C(=N1)C=1C=CC=C2C(=CN(C12)CCCO)C(=O)C1=CC(=C(C(=C1)F)F)F)C(F)(F)F (7-(6-hydroxy-3-(trifluoromethyl)pyridin-2-yl)-1-(3-hydroxypropyl)-1H-indol-3-yl)(3,4,5-trifluorophenyl)methanone